3,3,9,9-tetraethyl-5,5,7,7-tetraphenyl-6-aza-4,8-dioxa-3,5,7,9-tetrasilaundecane C(C)[Si](CC)(O[Si](N[Si](O[Si](CC)(CC)CC)(C1=CC=CC=C1)C1=CC=CC=C1)(C1=CC=CC=C1)C1=CC=CC=C1)CC